Cl.C(C1=CC=CC=C1)N(S(=O)(=O)C)C1CCC(CC1)C[C@H]1N[C@H](CC1)[C@H](O)C1=CC(=CC=C1)F N-Benzyl-N-((1R,4s)-4-(((2S,5R)-5-((R)-(3-fluorophenyl)(hydroxy)methyl)-pyrrolidin-2-yl)methyl)cyclohexyl)methanesulfonamide hydrochloride